2-(2-thienylmethylene)benzofuran-3(2H)-one S1C(=CC=C1)C=C1OC2=C(C1=O)C=CC=C2